alpha-ethylacrylic acid C(C)C(C(=O)O)=C